2'-(6-amino-5-cyanopyridin-3-yl)-N-ethyl-5',6'-dihydrospiro[pyrrolidine-3,4'-pyrrolo[1,2-b]pyrazole]-1-carboxamide NC1=C(C=C(C=N1)C=1C=C2N(N1)CCC21CN(CC1)C(=O)NCC)C#N